FC1=NC(=CC(=C1)NC1=CC=C(C(=N1)C(=O)NC(C(C)C)(C)C)OC)F 6-[(2,6-difluoro-4-pyridyl)amino]-3-methoxy-N-(1,1,2-trimethylpropyl)pyridine-2-carboxamide